COC(=O)C=1C=C2C(NCC2=CC1)=O 3-oxo-2,3-dihydro-1H-isoindole-5-carboxylic acid methyl ester